C=CC(C1=CC=CC=C1)=NO methyleneacetophenone oxime